[Na].[Na].BrC1=CC=2C3(C4=CC(=C(C(=C4OC2C(=C1O)Br)Br)O)Br)OC(C1=C(C(=C(C(=C13)Cl)Cl)Cl)Cl)=O 2',4',5',7'-tetrabromo-4,5,6,7-tetrachloro-3',6'-dihydroxyspiro[isobenzofuran-1(3H),9'[9H]-xanthene]-3-one disodium salt